N-(4-((2S,5R)-4-acryloyl-2,5-dimethylpiperazin-1-yl)-6-chloro-7-(3-cyclopropyl-5-methyl-1H-indazol-4-yl)-8-fluoroquinazolin-2-yl)acetamide C(C=C)(=O)N1C[C@@H](N(C[C@H]1C)C1=NC(=NC2=C(C(=C(C=C12)Cl)C1=C2C(=NNC2=CC=C1C)C1CC1)F)NC(C)=O)C